tert-Butyl (1R,5S)-7-(4-(2-aminoethyl)phenyl)-9-oxa-3,7-diazabicyclo[3.3.1]nonane-3-carboxylate NCCC1=CC=C(C=C1)N1C[C@H]2CN(C[C@@H](C1)O2)C(=O)OC(C)(C)C